Octadec-1-en C=CCCCCCCCCCCCCCCCC